1-(3-(4-(trifluoromethoxy)phenyl)-6-(3,3,3-trifluoropropyl)pyrazin-2-yl)piperidine-4-carboxylic acid FC(OC1=CC=C(C=C1)C=1C(=NC(=CN1)CCC(F)(F)F)N1CCC(CC1)C(=O)O)(F)F